[C@H]12CN(C[C@H](CC1)N2)C2=NC(=NC1=C(C(=C(C=C21)Cl)C2=CC(=CC1=CC=CC=C21)O)F)OCCC(C)(N2CCCC2)C 4-((S or R)-4-((1R,5S)-3,8-diazabicyclo[3.2.1]octan-3-yl)-6-chloro-8-fluoro-2-(3-methyl-3-(pyrrolidin-1-yl)butoxy)quinazolin-7-yl)naphthalen-2-ol